O1CCOCCC1 [1,4]dioxepan